OC1=C2C(C=CC(C2=CC(=C1)C)=O)=O 5-hydroxy-7-methyl-1,4-naphthoquinone